ethyl 4-nitrobenzoimidate hydrochloride Cl.[N+](=O)([O-])C1=CC=C(C(OCC)=N)C=C1